ClC=1C=C(NCC=2C=CC(=NC2)NC(=O)C2=CN(C(C=C2)=O)C)C=CC1 N-(5-((3-Chloroanilino)methyl)pyridin-2-yl)-1-methyl-6-oxo-1,6-dihydropyridine-3-carboxamide